OC1=C2[C@H]3[C@@H](C(OC2=CC(=C1)C(C(=O)O)(C)C)(C)C)CC=C(C3)C 2-((6aS,10aR)-6a,7,10,10a-tetrahydro-1-hydroxy-6,6,9-trimethyl-6H-benzo[c]chromen-3-yl)-2-methylpropanoic acid